methyl 7-amino-6-(pyrazolo[1,5-a]pyridin-5-yl)-2,3-dihydro-1H-indene-5-carboxylate NC=1C(=C(C=C2CCCC12)C(=O)OC)C1=CC=2N(C=C1)N=CC2